C(CCC\C=C/CCCCC)=O (Z)-5-undecenal